NC=1N=NC(=CC1C=1C=NN(C1C)C1CCN(CC1)C(=O)OC(C)(C)C)C1=C(C=CC=C1)OCOC tert-butyl 4-(4-(3-amino-6-(2-(methoxymethoxy) phenyl)pyridazin-4-yl)-5-methyl-1H-pyrazol-1-yl)piperidine-1-carboxylate